[Li+].ClC1=CC=C(C=C1)C(C(=O)NCC1=CC(=C(C(=O)[O-])C=C1)[N+](=O)[O-])(F)F 4-((2-(4-chlorophenyl)-2,2-difluoroacetylamino)methyl)-2-nitrobenzoic acid lithium salt